O=C1N(C=CC(=C1)C1C(NC(CC1)=O)=O)C1CCNCC1 3-(2-oxo-1-(piperidin-4-yl)-1,2-dihydropyridin-4-yl)piperidine-2,6-dione